N1C(=CC=2C1=NC=CC2)C2=CC=C(C=C2)O 4-(1H-pyrrolo[2,3-b]pyridin-2-yl)phenol